4-fluoro-N-{[6-fluoro-5-(propan-2-yl)pyridin-2-yl](phenyl)methyl}-1-[2-(1-methyl-5-oxo-4,5-dihydro-1H-1,2,4-triazol-3-yl)acetyl]pyrrolidine-2-carboxamide FC1CC(N(C1)C(CC1=NN(C(N1)=O)C)=O)C(=O)NC(C1=CC=CC=C1)C1=NC(=C(C=C1)C(C)C)F